OCCC[S+](CCCCCCCCCCCCCCCC)CCC(CC)O 5-[S-hydroxypropyl-S-hexadecylsulfonio]-3-hydroxypentane